(R)-2,2-difluoro-1-phenylethan-1-amine hydrochloride Cl.FC([C@H](N)C1=CC=CC=C1)F